2,6-di-tert-butyl-4-nitrophenol C(C)(C)(C)C1=C(C(=CC(=C1)[N+](=O)[O-])C(C)(C)C)O